CC1(C2=CC(=CC=C2NC=2C=CC(=CC12)C=1C=C(C(=O)NC)C=CC1)CN1CCNCC1)C 3-(9,9-dimethyl-7-(piperazin-1-ylmethyl)-9,10-dihydroacridin-2-yl)-N-methylbenzamide